4-bromo-1-isopropyl-pyrrolo[2,3-b]pyridine-6-carbonitrile BrC1=C2C(=NC(=C1)C#N)N(C=C2)C(C)C